4-(trans-3-(but-2-ynamido)cyclohexyl)-3-chloro-5-fluoro-2-methyl-1H-indole-7-carboxamide C(C#CC)(=O)N[C@@H]1C[C@H](CCC1)C1=C2C(=C(NC2=C(C=C1F)C(=O)N)C)Cl